N-(1-(5-(3-cyano-6-hydroxypyrazolo[1,5-a]pyridin-4-yl)pyridin-2-yl)-4-methylpiperidine-4-yl)-3-fluoromethylpyridineamide C(#N)C=1C=NN2C1C(=CC(=C2)O)C=2C=CC(=NC2)N2CCC(CC2)(C)NC(=O)C2=NC=CC=C2CF